[3-[6-[(5-cyclopropyl-2-pyridinyl)-methyl-amino]-3-pyridinyl]azetidin-1-yl]-[(3S)-3-(1H-triazol-5-yl)pyrrolidin-1-yl]methanone C1(CC1)C=1C=CC(=NC1)N(C1=CC=C(C=N1)C1CN(C1)C(=O)N1C[C@H](CC1)C1=CN=NN1)C